[1,1'-biphenyl]-3-carboHydrazide C1(=CC(=CC=C1)C(=O)NN)C1=CC=CC=C1